(S)-4-(4-acryloyl-2-methylpiperazin-1-yl)-7-chloro-6-fluoro-1-(4-methyl-2-(methylsulfonyl)pyridin-3-yl)pyridino[2,3-d]pyrimidin-2(1H)-one C(C=C)(=O)N1C[C@@H](N(CC1)C=1C2=C(N(C(N1)=O)C=1C(=NC=CC1C)S(=O)(=O)C)N=C(C(=C2)F)Cl)C